O1CCOC12CC1(CCCC1)C(CC2)O 1,4-dioxadispiro[4.1.47.35]tetradecan-12-ol